7-chloro-6-fluoro-3,3-dimethyl-5-propionylindolin-2-one ClC=1C(=C(C=C2C(C(NC12)=O)(C)C)C(CC)=O)F